C=1C2=CN3C(N=C2C=CC1)S(C1=C3C=CC=C1)=O benzothiazolo[2,3-b]quinazolinone